O=C1N(CC2=C(C=CC=C12)NC1CCNCC1)C1C(NC(CC1)=O)=O 3-[1-oxo-4-(4-piperidylamino)isoindolin-2-yl]piperidine-2,6-dione